ClC1=C(C=C(C(=N1)I)OC1CCC(C1N1C=C(C(C=C1)=O)C(=O)OCC)(C)C)OCCCOC ethyl 1-[5-[[6-chloro-2-iodo-5-(3-methoxypropoxy)-3-pyridyl]oxy]-2,2-dimethyl-cyclopentyl]-4-oxo-pyridine-3-carboxylate